4-MethoxyCinnamaldehyde thiosemicarbazone COC1=CC=C(C=CC=NNC(=S)N)C=C1